FC=1C(=C(C(=O)NOCCO)C=C(C1F)CN1OCCCC1=O)NC1=C(C=C(C=C1)I)F 3,4-difluoro-2-[(2-fluoro-4-iodophenyl)amino]-N-(2-hydroxyethoxy)-5-[(tetrahydro-3-oxo-2H-1,2-oxazine-2-yl)methyl]benzamide